5-bromo-N-(2,2-difluoroethyl)-2-nitroaniline BrC=1C=CC(=C(NCC(F)F)C1)[N+](=O)[O-]